(1R,2R)-1-(2,5-difluorophenyl)-2-vinylcyclopropane-1-carboxylic acid FC1=C(C=C(C=C1)F)[C@@]1([C@H](C1)C=C)C(=O)O